4,5-bisCyanoimidazole C(#N)C=1N=CNC1C#N